trichloro-acetaldehyde ClC(C=O)(Cl)Cl